ClC1=C(C=CC=C1)CN1N=C(C=C1C1=CC2=C(N(N=C2C)C)S1)COC(C(=O)OC)(C)C Methyl 2-([1-[(2-chlorophenyl)methyl]-5-[1,3-dimethyl-1H-thieno[2,3-c]pyrazol-5-yl]-1H-pyrazol-3-yl]methoxy)-2-methylpropanoate